ethyl (1R,6S,7S)-4-azabicyclo[4.1.0]heptane-4,7-dicarboxylate [C@H]12CCN(C[C@@H]2[C@H]1C(=O)[O-])C(=O)OCC